2-(3,4,5-tribenzyloxyphenyl)-3,5,7-tribenzyloxyquinolin-4-one C(C1=CC=CC=C1)OC=1C=C(C=C(C1OCC1=CC=CC=C1)OCC1=CC=CC=C1)C1=NC2=CC(=CC(=C2C(C1OCC1=CC=CC=C1)=O)OCC1=CC=CC=C1)OCC1=CC=CC=C1